6-[4H,5H,6H-pyrrolo[3,4-c]pyrazole-2-sulfonyl]-1,3-benzothiazole hydrochloride Cl.N=1N(C=C2C1CNC2)S(=O)(=O)C2=CC1=C(N=CS1)C=C2